ClC1=CC=C(N=N1)OC1CC2(CCC(C1)(N2)C)C 3-(6-chloropyridazin-3-yloxy)-1,5-dimethyl-8-azabicyclo[3.2.1]octane